Cl.CC(CC(=O)O)C 3-methylbutanoate hydrochloride